Br.CSC(N)=N S-methyl-isothiourea hydrogen bromide salt